C(C)(=O)C=1C=C(C=C2C(N(C(=NC12)N1C2CCC(C1)C2)C)=O)C 8-acetyl-2-(2-azabicyclo[2.2.1]heptan-2-yl)-3,6-dimethylquinazolin-4(3H)-one